(1R,5S,6S,7R)-7-(Tris(4-methoxyphenyl) methoxy)-3-hydroxy-8-benzyl-8-azabicyclo[3.2.1]octan-6-yl acetate C(C)(=O)O[C@H]1[C@@H]2CC(C[C@H]([C@H]1OC(C1=CC=C(C=C1)OC)(C1=CC=C(C=C1)OC)C1=CC=C(C=C1)OC)N2CC2=CC=CC=C2)O